(1R,2R,4R)-4-(benzyloxy)-2-((tert-butyldimethylsilyl)oxy)-N-((S)-1-phenylethyl)cyclohexan-1-amine C(C1=CC=CC=C1)O[C@H]1C[C@H]([C@@H](CC1)N[C@@H](C)C1=CC=CC=C1)O[Si](C)(C)C(C)(C)C